FC1=C(\C=C/C2=NS(C3=C2C=CC=C3)(=O)=O)C=CC=C1 (Z)-3-(2-Fluorostyryl)benzisothiazole 1,1-dioxide